ClC1=CC=C2C(=NN(C2=C1)C1=CC(=CC=C1)S(=O)(=O)C)C(C)N1N=C(C=2C1=NC=NC2N)C=2C=NN(C2)C 1-(1-(6-Chloro-1-(3-(methylsulfonyl)phenyl)-1H-indazol-3-yl)ethyl)-3-(1-methyl-1H-pyrazol-4-yl)-1H-pyrazolo[3,4-d]pyrimidin-4-amine